2-ethyl-5,11-dioxo-6,12-bis(acetyloxy)naphthonaphthalene C(C)C=1C=CC2=C3C(C(C(=C2C1)OC(C)=O)=O)=C1C=CC=CC1=C(C3=O)OC(C)=O